C(=O)(O)C1=CC(=C(C(=O)NC2=CN=C(C=C2C(=O)O)F)C=C1O)O 5-(4-carboxy-2,5-dihydroxybenzoylamino)-2-fluoroisonicotinic acid